lithium 5-(7-(difluoromethyl)-1-(7-(dimethylamino)-1,3-dimethyl-2-oxo-2,3-dihydro-1H-benzo[d]imidazol-5-yl)-1,2,3,4-tetrahydroquinolin-6-yl)picolinate FC(C1=C(C=C2CCCN(C2=C1)C1=CC2=C(N(C(N2C)=O)C)C(=C1)N(C)C)C=1C=CC(=NC1)C(=O)[O-])F.[Li+]